tert-butyl 6-(8-(benzo[d]thiazol-2-ylcarbamoyl)-3,4-dihydroisoquinolin-2(1H)-yl)-3-(3-(3-chloropropoxy)-2-methylphenyl)picolinate S1C(=NC2=C1C=CC=C2)NC(=O)C=2C=CC=C1CCN(CC21)C2=CC=C(C(=N2)C(=O)OC(C)(C)C)C2=C(C(=CC=C2)OCCCCl)C